COC1=CC2=C(C=3N=CN(C(C3S2)=O)CC(=O)O)C=C1OC 2-(7,8-dimethoxy-4-oxobenzo[4,5]thieno[3,2-d]pyrimidin-3(4H)-yl)acetic acid